methyl 1-(bis(4H-benzo[d][1,3]dioxin-6-yl)methyl)piperidine-4-carboxylate O1COCC2=C1C=CC(=C2)C(N2CCC(CC2)C(=O)OC)C2=CC1=C(OCOC1)C=C2